(R)-N-(2-(4-Cyanothiazolidin-3-yl)-2-oxoethyl)-2-methyl-6-morpholino-quinoline-4-carboxamide Ethyl-2-methyl-6-morpholinoquinoline-4-carboxylate C(C)OC(=O)C1=CC(=NC2=CC=C(C=C12)N1CCOCC1)C.C(#N)[C@H]1N(CSC1)C(CNC(=O)C1=CC(=NC2=CC=C(C=C12)N1CCOCC1)C)=O